O[C@@H]1C[C@H](CC1)NC=1C=NC(=NC1)N1C(C2=CC=C(C=C2C=N1)C1=C(C(=CC=C1)OC)C)=O trans-2-(5-(3-Hydroxycyclopentylamino)pyrimidin-2-yl)-6-(3-methoxy-2-methylphenyl)phthalazin-1(2H)-one